5-[(3-Methoxyphenyl)methoxy]-2-(pyridin-3-yl)-1,3-benzoxazole COC=1C=C(C=CC1)COC=1C=CC2=C(N=C(O2)C=2C=NC=CC2)C1